tert-butyl (1S,3R)-3-(((benzyloxy)carbonyl)amino)cyclohexane-1-carboxylate C(C1=CC=CC=C1)OC(=O)N[C@H]1C[C@H](CCC1)C(=O)OC(C)(C)C